tert-butyl (1-(3-(trifluoromethyl)cyclobutyl)-1H-pyrazol-4-yl)carbamate FC(C1CC(C1)N1N=CC(=C1)NC(OC(C)(C)C)=O)(F)F